CC1=NC(=NO1)C1=C(C=CC(=C1)[N+](=O)[O-])O 2-(5-methyl-1,2,4-oxadiazol-3-yl)-4-nitrophenol